2,2,6-trimethylcyclohexanecarboxylic acid CC1(C(C(CCC1)C)C(=O)O)C